anthracene cyanate [O-]C#N.C1=CC=CC2=CC3=CC=CC=C3C=C12